N-[[(3R)-4-[4-Chloro-2-(5-fluoro-2-pyridyl)-1H-imidazol-5-yl]-3-methyl-3,6-dihydro-2H-pyridin-1-yl]sulfonyl]piperidine-3-carboxamide ClC=1N=C(NC1C=1[C@H](CN(CC1)S(=O)(=O)NC(=O)C1CNCCC1)C)C1=NC=C(C=C1)F